8-chloro-1-[trans-4-(pyridin-2-yloxy)cyclohexyl]-5,6-dihydro-4H-[1,2,4]triazolo[4,3-a][1]benzazepin-5-yl-N,N-dimethylglycine ClC=1C=CC2=C(CC(CC=3N2C(=NN3)[C@@H]3CC[C@H](CC3)OC3=NC=CC=C3)C(N(C)C)C(=O)O)C1